7-chloro-6-((R or S)-1-methoxypropan-2-yl)isoquinolin ClC1=C(C=C2C=CN=CC2=C1)[C@H](COC)C |o1:11|